6-(2-fluoropyridin-4-yl)-1-(3-morpholinopropyl)-N-(piperidin-4-ylmethyl)-1H-indazol-4-amine FC1=NC=CC(=C1)C=1C=C(C=2C=NN(C2C1)CCCN1CCOCC1)NCC1CCNCC1